(allyloxy)-2-bromo-4-chlorobenzol C(C=C)OC1=C(C=C(C=C1)Cl)Br